3-(1-methyl-7-(2-oxo-2-(4-((1,3,5-trimethyl-1H-pyrazol-4-yl)sulfonyl)piperazin-1-yl)ethoxy)-1H-indazol-3-yl)piperidine-2,6-dione CN1N=C(C2=CC=CC(=C12)OCC(N1CCN(CC1)S(=O)(=O)C=1C(=NN(C1C)C)C)=O)C1C(NC(CC1)=O)=O